n-propylparaben sodium salt [Na].C(CC)OC(=O)C1=CC=C(O)C=C1